COCCNC(=O)C1C(N(C(C2=CC=CC=C12)=O)C1=CC=C(C=C1)Cl)CC1=CC=C(C=C1)Cl 3-(4-chloro-benzyl)-2-(4-chloro-phenyl)-1-oxo-1,2,3,4-tetrahydro-isoquinoline-4-carboxylic acid (2-methoxyethyl)-amide